C1(CCC1)CN1N=CC(=C1C)C1=NC(=CC=C1C(C)O)N1C=NC2=C1C=CC(=C2)NC=2N=NC(=CC2)C 1-[2-[1-(Cyclobutylmethyl)-5-methyl-pyrazol-4-yl]-6-[5-[(6-methylpyridazin-3-yl)amino]benzimidazol-1-yl]-3-pyridinyl]ethanol